N12C=CCCCC2NCCC1 1,8-diaza-bicyclo[5.4.0]-undecene